(S)-2-(4-(1-methoxyethyl)phenyl)-4,4,5,5-tetramethyl-1,3,2-dioxaborolane CO[C@@H](C)C1=CC=C(C=C1)B1OC(C(O1)(C)C)(C)C